Methyl (3R)-3-[[(5R)-3-(3,5-difluorophenyl)-5-methyl-4H-isoxazol-5-carbonyl]amino]-2,3-dihydrofuran-5-carboxylat FC=1C=C(C=C(C1)F)C1=NO[C@](C1)(C(=O)N[C@H]1COC(=C1)C(=O)OC)C